N-(4-hydroxy-3-(methylsulfonylamino)phenyl)-6-phenylnicotinamide OC1=C(C=C(C=C1)NC(C1=CN=C(C=C1)C1=CC=CC=C1)=O)NS(=O)(=O)C